[Na].O1C(C=CC1=O)=O 2,5-Furandione, Sodium Salt